[Si](C1=CC=CC=C1)(C1=CC=CC=C1)(C(C)(C)C)O[C@@H]1[C@@H](COC1)N1[C@H](CN(CC1)C(=O)OC(C)(C)C)C tert-butyl (S)-4-((3R,4R)-4-((tert-butyldiphenylsilyl)oxy)tetrahydrofuran-3-yl)-3-methylpiperazine-1-carboxylate